3-[4-(Tert-Butoxycarbonyl)-1H-1,2,3-triazol-1-yl]-N-{[(9H-fluoren-9-yl)methoxy]carbonyl}-L-alanine C(C)(C)(C)OC(=O)C=1N=NN(C1)C[C@H](NC(=O)OCC1C2=CC=CC=C2C=2C=CC=CC12)C(=O)O